2-[(2R,5R)-5-[[bis(4-methoxyphenyl)-phenyl-methoxy]methyl]-2-(2,4-dioxopyrimidin-1-yl)-4-hydroxy-tetrahydrofuran-3-yl]oxy-N,N-dioctyl-acetamide COC1=CC=C(C=C1)C(OC[C@@H]1C(C([C@@H](O1)N1C(NC(C=C1)=O)=O)OCC(=O)N(CCCCCCCC)CCCCCCCC)O)(C1=CC=CC=C1)C1=CC=C(C=C1)OC